NCCN(C(=N)NC(=O)OC(C)(C)C)C(=O)OC(C)(C)C 1-(2-Aminoethyl)-N,N'-Bis-Boc-guanidine